2-(2-(5-Cyclopropyl-3-(3,5-dichloropyridin-4-yl)isoxazol-4-yl)-7-azaspiro[3.5]non-1-en-7-yl)-4-fluorobenzo[d]thiazol C1(CC1)C1=C(C(=NO1)C1=C(C=NC=C1Cl)Cl)C1=CC2(C1)CCN(CC2)C=2SC1=C(N2)C(=CC=C1)F